CN(C1CCC(CC1)NC1=C2C(=NC=C1)C(=C(S2)C#CC)CC)C 3-(7-((4-(dimethylamino)cyclohexyl)amino)-3-ethylthieno[3,2-b]pyridin-2-yl)prop-2-yn